C(C)(C)OCCNCC1=CC=C2CNC(C2=C1)=O 6-{[(2-isopropoxyethyl)amino]methyl}-2,3-dihydro-isoindol-1-one